C(C)(C)(C)OC(=O)N1C2=C(OCC1)C(=CC(=N2)C2=C(C=CC(=C2)Cl)F)N 8-amino-6-(5-chloro-2-fluorophenyl)-2H,3H,4H-pyrido[3,2-b][1,4]Oxazine-4-carboxylic acid tert-butyl ester